FC(C(C(F)(F)F)(C(F)(F)F)OCCCCOC1CC(NC(C1)(C)C)(CC)CC)(F)F 4-(4-((1,1,1,3,3,3-hexafluoro-2-(trifluoromethyl)propane-2-yl)oxy)butoxy)-2,2-diethyl-6,6-dimethylpiperidine